C(#N)C1=C(C(=CC=C1OC)C=1C=NC(=CC1)F)N1CCC(CC1)C(=O)OCC Ethyl 1-[2-cyano-6-(6-fluoropyridin-3-yl)-3-methoxyphenyl]piperidine-4-carboxylate